methyl 1-[[2-[1-[(2,3-difluorophenyl)methyl]-5-oxopyrrolidin-2-yl]acetyl]amino]cyclopropanecarboxylat FC1=C(C=CC=C1F)CN1C(CCC1=O)CC(=O)NC1(CC1)C(=O)OC